[N+](=O)([O-])C1=C(C=CC(=C1)[N+](=O)[O-])N[C@H](CC(C)C)C(=O)OCC(=O)C1=CC2=CC=CC=C2C=C1 N-(2,4-Dinitrophenyl)-D-leucine, 2-(naphthalen-2-yl)-2-oxoethyl ester